[Si](C1=CC=CC=C1)(C1=CC=CC=C1)(C(C)(C)C)OCC1N(CC(C1)=C)C(=O)[O-] 2-(((tert-butyldiphenylsilyl)oxy)methyl)-4-methylenepyrrolidine-1-carboxylate